NC1=NC=2C(=CC=CC2C=2N1C=C(N2)C(=O)N2C[C@@H]1N(CC2)CCCC1)F (R)-(5-amino-7-fluoroimidazo[1,2-c]quinazolin-2-yl)(octahydro-2H-pyrido[1,2-a]pyrazin-2-yl)methanone